trans-4-(1-propenyl)-phenol C(=C\C)/C1=CC=C(C=C1)O